C(=O)C1=C(OC[C@H]2N(CCOC2)C(=O)C2=C(C=CC=C2)CC(=O)O)C=CC=C1O 2-{2-[(3S)-3-[(2-formyl-3-hydroxyphenoxy)methyl]morpholine-4-carbonyl]phenyl}acetic acid